C1(=CC=CC=C1)NCCC[Si](OCC)(OCC)OCC N-phenyl-γ-aminopropyl-triethoxysilane